cobalt iron oxide [O-2].[Fe+2].[Co+2].[O-2]